4-(5-(2,6-difluorophenyl)-7-fluoro-3-methyl-1,6-dihydrobenzo[d]pyrazolo[3,4-f][1,3]diazepin-9-yl)morpholine FC1=C(C(=CC=C1)F)C1=NC2=C(C3=C(N1)C(=CC(=C3)N3CCOCC3)F)NN=C2C